3-amino-3-methylpiperidin-4-ol NC1(CNCCC1O)C